C1(=CC=CC=C1)S(=O)(=O)C(C(=O)O)(C(C)C)C 2-benzenesulfonyl-2,3-dimethylbutyric acid